(S)-2-(4-(4-chlorophenyl)-2,3,9-trimethyl-6H-thieno[3,2-f][1,2,4]triazolo[4,3-a][1,4]diazepin-6-yl)-N-(2-(2-((3-(2-oxoindolin-5-yl)pyridin-2-yl)amino)ethoxy)ethyl)acetamide ClC1=CC=C(C=C1)C1=N[C@H](C=2N(C3=C1C(=C(S3)C)C)C(=NN2)C)CC(=O)NCCOCCNC2=NC=CC=C2C=2C=C3CC(NC3=CC2)=O